di-4-tetraphenyliodonium hexafluoroantimonate F[Sb-](F)(F)(F)(F)F.C1=CC=C(C2=CC=C3C=C4C=CC=CC4=CC3=C12)[I+]C1=CC=CC2=C3C=C4C=CC=CC4=CC3=CC=C12